C(C1=CC=CC=C1)OC=1C=C2CCC(=C(C2=CC1)C1=CC=C(C=C1)N1CCC(CC1)C(OC)OC)Br 1-[4-(6-benzyloxy-2-bromo-3,4-dihydronaphthalen-1-yl)phenyl]-4-(dimethoxymethyl)piperidine